N-(4-phenylthiazol-2-yl)-4-trifluoromethyl-2-(naphthalene-1-sulfonylamino)benzamide 3-bromo-5-((pyridin-3-ylimino)methyl)phenyl-isobutyrate BrC=1C=C(C=C(C1)C=NC=1C=NC=CC1)OC(C(C)C)=O.C1(=CC=CC=C1)C=1N=C(SC1)NC(C1=C(C=C(C=C1)C(F)(F)F)NS(=O)(=O)C1=CC=CC2=CC=CC=C12)=O